C(#N)C1=CC=2N(N=C1)C(=CC2)C2=CC(=C(C=N2)C2=NN=C(S2)C21OCC(CC2)(CC1)NC(C)=O)NC1COC1 N-(1-(5-(6-(3-cyanopyrrolo[1,2-b]pyridazin-7-yl)-4-(oxetan-3-ylamino)pyridin-3-yl)-1,3,4-thiadiazol-2-yl)-2-oxabicyclo[2.2.2]oct-4-yl)acetamide